4-(1-(3,4-difluorophenyl)-2-oxo-1,9-diazaspiro[5.5]undec-9-yl)-6-(trifluoromethyl)pyrimidine-2-carboxylic acid FC=1C=C(C=CC1F)N1C(CCCC12CCN(CC2)C2=NC(=NC(=C2)C(F)(F)F)C(=O)O)=O